3-morpholino-7-(2,3,5-trifluorophenyl)thieno[2,3-c]pyridine-2-carboxylic acid O1CCN(CC1)C1=C(SC2=C(N=CC=C21)C2=C(C(=CC(=C2)F)F)F)C(=O)O